ClC=1C=NC=C(C1C(C)OC=1C=C2C(=NNC2=CC1)C1=NC2=C(N1)CN(C2)CCC2CNCCO2)Cl 2-(2-(2-(5-(1-(3,5-dichloropyridin-4-yl)ethoxy)-1H-indazol-3-yl)-4,6-dihydropyrrolo[3,4-d]imidazol-5(1H)-yl)ethyl)morpholine